C1=C(C=CC2=CC=CC=C12)C1=CC(=CC=2C3=CC=CC=C3N(C12)C1=CC=CC=C1)N (naphthalen-2-yl)-9-phenyl-9H-carbazol-3-amine